2-aminooctadecane-3-ol NC(C)C(CCCCCCCCCCCCCCC)O